epoxyanisole C1(=C2C(=CC=C1)O2)OC